ethyl 2-((6-(5-((2-fluoro-5-(trifluoromethoxy) benzyl) carbamoyl)-2,6-dimethylpyridin-3-yl) imidazo[1,2-b]pyridazin-2-yl) amino)-2-oxoacetate FC1=C(CNC(=O)C=2C=C(C(=NC2C)C)C=2C=CC=3N(N2)C=C(N3)NC(C(=O)OCC)=O)C=C(C=C1)OC(F)(F)F